eicosatrienoic acid 2-ethylhexyl ester C(C)C(COC(C=CC=CC=CCCCCCCCCCCCCC)=O)CCCC